cyclopropyl-N-((5-(pyrazolo[1,5-a]pyridin-5-yl)-2,3-dihydro-1H-inden-4-yl)carbamoyl)-2,3-dihydro-1H-pyrido[2,3-b][1,4]oxazine-7-sulfonamide C1(CC1)N1C2=C(OCC1)N=CC(=C2)S(=O)(=O)NC(NC2=C1CCCC1=CC=C2C2=CC=1N(C=C2)N=CC1)=O